C(C1=CC=CC=C1)OC1=C2N(C=NC2=NC(=N1)OC[C@]12CCCN2C[C@@H](C1)F)C1CCC1 6-(benzyloxy)-7-cyclobutyl-2-{[(2R,7aS)-2-fluorotetrahydro-1H-pyrrolizin-7a(5H)-yl]methoxy}-7H-purine